N1=COC2=C1C(C=CN2)=O OXAZOLOPYRIDIN-7(4H)-ONE